3-Phenoxytoluene O(C1=CC=CC=C1)C=1C=C(C)C=CC1